C(C(=C)CC(=O)[O-])(=O)[O-].[K+].[K+] potassium itaconate salt